C(C)(C)(C)OC(=O)N1CC(C1)OC=1C=NC(=NC1)C1=C(SC(=C1)C(NC1=CC(=CC(=C1)NS(=O)(=O)C)Cl)=O)C 3-[(2-{5-[(3-chloro-5-methanesulfonamidophenyl)carbamoyl]-2-methylthiophene-3-yl}pyrimidin-5-yl)oxy]azetidine-1-carboxylic acid tert-butyl ester